2-(2-hydroxy-prop-2-yl)thiazol-5-ylsulfinic acid methyl ester COS(=O)C1=CN=C(S1)C(C)(C)O